2,3,5,6-tetrafluoro-1,4-Benzenediol FC1=C(C(=C(C(=C1F)O)F)F)O